C(C)N(C(CCCCCCCCCCCCC)=O)CC N,N-diethylmyristic acid amide